CCCCCCCCCCCCCCCC(=O)O[C@H](COC(=O)CCCCCCCCCCCCC)COP(=O)([O-])OCC[N+](C)(C)C The molecule is a phosphatidylcholine 30:0 in which the phosphatidyl acyl groups at positions 1 and 2 are myristoyl (tetradecanoyl) and palmitoyl (hexadecanoyl) respectively. It has a role as a mouse metabolite. It is a phosphatidylcholine 30:0, a tetradecanoate ester and a 1-acyl-2-hexadecanoyl-sn-glycero-3-phosphocholine.